diisobutyl-2,2-dimethylsuccinate C(C(C)C)OC(C(CC(=O)OCC(C)C)(C)C)=O